CCC=CCCCCCC=CCC tridec-3,10-diene